8-[(2R,3S)-3-[(Z)-oct-2-enyl]oxan-2-yl]octanoic acid C(\C=C/CCCCC)[C@H]1[C@H](OCCC1)CCCCCCCC(=O)O